5-(naphthalen-1-yl)-2-azabicyclo[2.1.1]hexane C1(=CC=CC2=CC=CC=C12)C1C2CNC1C2